1-(2,5-difluoro-6-methylpyridin-3-yl)-1H-pyrazol-3-amine FC1=NC(=C(C=C1N1N=C(C=C1)N)F)C